CN(C(=O)NCC(=O)N1C(CC(C1)F)C(=O)NC(C1=CC=CC=C1)C1=CC(=C(C=C1)C(C)C)F)C 1-{2-[(dimethylcarbamoyl)amino]acetyl}-4-fluoro-N-{[3-fluoro-4-(propan-2-yl)phenyl](phenyl)methyl}pyrrolidine-2-carboxamide